C(C)(C)(C)OC(=O)N1CC(C1)(CO)NC(=O)OC(C)(C)C 3-((tert-Butoxycarbonyl)amino)-3-(hydroxymethyl)azetidine-1-carboxylic acid tert-butyl ester